OC(CC1(CCC(CC1)C(=O)OCC)C1=CC(=C(C=C1)OC)C)CO Ethyl 4-(2,3-dihydroxypropyl)-4-(4-methoxy-3-methylphenyl)cyclohexanecarboxylate